C(CC)OC(=O)C1C(C(CCC1C)C)C(=O)OCCC 3,6-dimethylcyclohexane-1,2-dicarboxylic acid dipropyl ester